dodecyl di-t-butyl thiophosphate P(=S)(OCCCCCCCCCCCC)(OC(C)(C)C)OC(C)(C)C